2-phenyl-5-(thiophen-2-yl)furan C1(=CC=CC=C1)C=1OC(=CC1)C=1SC=CC1